4-Cyano-N-(3-(furan-3-yl)-1H-indazol-5-yl)-1-methyl-1H-imidazole-2-carboxamide C(#N)C=1N=C(N(C1)C)C(=O)NC=1C=C2C(=NNC2=CC1)C1=COC=C1